C1CCCC2=C3CCCCC3=CC=C12 1,2,3,4,5,6,7,8-octahydrophenanthrene